6-amino-1,4-dimethyl-3,4-dihydroquinolin-2(1H)-one NC=1C=C2C(CC(N(C2=CC1)C)=O)C